C(C)[C@@H]1[C@H]([C@@H]1C=1C=NN(C1)C)C(=O)NC=1N=CC2=CC(=C(C=C2C1)C1CCN(CC1)[C@@]1(COC[C@@H]1F)C)C (1R,2S,3R)-2-ethyl-N-(6-(1-((3R,4R)-4-fluoro-3-methyltetrahydrofuran-3-yl)piperidin-4-yl)-7-methylisoquinolin-3-yl)-3-(1-methyl-1H-pyrazol-4-yl)cyclopropane-1-carboxamide